N-[(1R)-1-cyclopropylethyl]-6-[6-methoxy-5-({[2-(trifluoro-methoxy)phenyl]methyl}-carbamoyl)pyridin-3-yl]-1H-indazole-3-carboxamide C1(CC1)[C@@H](C)NC(=O)C1=NNC2=CC(=CC=C12)C=1C=NC(=C(C1)C(NCC1=C(C=CC=C1)OC(F)(F)F)=O)OC